Cl.C(#N)C=1C=CC(=C(C1)C1=CC(=NC=C1C(=O)NC=1SC2=C(N1)CNC2)C)OC 4-(5-cyano-2-methoxyphenyl)-N-(5,6-dihydro-4H-pyrrolo[3,4-d]thiazol-2-yl)-6-methylnicotinamide hydrochloride